N1=CC=C(C2=CC=C3C(=C12)C=CC=C3C=O)C=O benzoquinoline-4,7-dicarboxaldehyde